(R)-N-isobutyl-N-(2-(2-(5,6,7,8-tetrahydro-1,8-naphthyridin-2-yl)ethoxy)ethyl)pyrrolidin-3-amine dihydrochloride Cl.Cl.C(C(C)C)N([C@H]1CNCC1)CCOCCC1=NC=2NCCCC2C=C1